2-((3-(3-iodo-1-(tetrahydro-2H-pyran-2-yl)-1H-pyrazolo[3,4-b]pyrazin-6-yl)-3-azabicyclo[4.1.0]heptan-7-yl)methyl)isoindoline-1,3-dione IC1=NN(C2=NC(=CN=C21)N2CC1C(C1CC2)CN2C(C1=CC=CC=C1C2=O)=O)C2OCCCC2